Lithium Iron phosphate P(=O)([O-])([O-])[O-].[Fe+2].[Li+]